iodobenzonitrile-sodium salt [Na].IC1=C(C#N)C=CC=C1